[3-(2,5-dioxo-2,5-dihydro-1H-pyrrol-1-yl)propanamido]-3,6,9,12,15,18-hexaoxahenicosan-21-amide O=C1N(C(C=C1)=O)CCC(=O)NCCOCCOCCOCCOCCOCCOCCC(=O)N